N[C@H](C(=O)O)CCO (2S)-2-amino-4-hydroxy-butanoic acid